8-mercapto-1-octyltrimethoxysilane SCCCCCCCC[Si](OC)(OC)OC